7-(4-hydroxy-butyloxy)coumarin methyl-3-[[(3R,4S)-4-(fluoromethyl)tetrahydrofuran-3-yl]amino]-4-nitro-benzoate COC(C1=CC(=C(C=C1)[N+](=O)[O-])N[C@H]1COC[C@H]1CF)=O.OCCCCOC1=CC=C2C=CC(OC2=C1)=O